dimethyl-1-oxoisoindoline-5-carboxamide CC1(NC(C2=CC=C(C=C12)C(=O)N)=O)C